C12C(CCC(C1)CC[Si](OC)(OC)OC)O2 5-epoxycyclohexylethyl-trimethoxysilane